C(#C)C1=C2C(=CC(=CC2=CC=C1F)O)C1=C(C=2N=C(N=C(C2C=N1)N(C[C@@H]1NCCCC1)C)N1CC2CCC(C1)N2C)F 5-ethynyl-6-fluoro-4-(8-fluoro-4-(methyl(((R)-piperidin-2-yl)methyl)amino)-2-(8-methyl-3,8-diazabicyclo[3.2.1]octan-3-yl)pyrido[4,3-d]pyrimidin-7-yl)naphthalen-2-ol